ClC1=CC=C2C(NN=C(C2=C1)C1(CC1)NC(OC(C)(C)C)=O)=O tert-butyl N-[1-(7-chloro-4-oxo-3H-phthalazin-1-yl)cyclopropyl]carbamate